myristic acid, magnesium salt [Mg+2].C(CCCCCCCCCCCCC)(=O)[O-].C(CCCCCCCCCCCCC)(=O)[O-]